CN(C1CN(C1)C1=CC=C(C=N1)N1C=CC(C2=CC=CC=C12)=O)C 1-(6-(3-(dimethyl-amino)azetidin-1-yl)pyridin-3-yl)-4-oxo-1,4-dihydro-quinoline